C1(CC1)S(=O)(=O)NC1=CC(=NC=C1)C(C)(CCOC)NC(=O)C=1SC(=CN1)C1=NC(=CN=C1)OCC N-[2-(4-cyclopropanesulfonamidopyridin-2-yl)-4-methoxybutan-2-yl]-5-(6-ethoxypyrazin-2-yl)-1,3-thiazole-2-carboxamide